(S)-N-(2-Cyanopyrimidin-5-Yl)-3-(4-Fluoro-1H-Pyrazol-1-Yl)-2-Hydroxy-2-Methylpropanamide C(#N)C1=NC=C(C=N1)NC([C@@](CN1N=CC(=C1)F)(C)O)=O